3,9-bis[1,1-dimethyl-2-[(3-tert-butyl-4-hydroxy-5-methylphenyl)propionyloxy]ethyl]-2,4,8,10-Tetraoxaspiro[5.5]undecane CC(COC(CCC1=CC(=C(C(=C1)C)O)C(C)(C)C)=O)(C)C1OCC2(CO1)COC(OC2)C(COC(CCC2=CC(=C(C(=C2)C)O)C(C)(C)C)=O)(C)C